ClC=1C=C(C=CC1)[C@@H]1[C@H](C1)C(=O)NC1=NC=NC(=C1)NCC=1N=C2N(C=C(C=C2N2CCN(CC2)C2COC2)C2CC2)C1 (1S,2S)-2-(3-chlorophenyl)-N-(6-(((6-cyclopropyl-8-(4-(oxetan-3-yl)piperazin-1-yl)imidazo[1,2-a]pyridin-2-yl)methyl)amino)pyrimidin-4-yl)cyclopropane-1-carboxamide